CC1=C(OC2=C(C=C(C=C2C1=O)C)[C@@H](C)NC=1C(=NC(=CC1)C)C(=O)NN)C1=CC=CC=C1 3-[[(1R)-1-(3,6-Dimethyl-4-oxo-2-phenyl-chromen-8-yl)ethyl]amino]-6-methyl-pyridine-2-carbohydrazide